4-propoxybenzylsuccinic acid diethyl ester C(C)OC(C(CC(=O)OCC)CC1=CC=C(C=C1)OCCC)=O